ClC=1C(=CC2=C(C[C@](O2)(C2=CC=CC=C2)[C@H]2N(CCC2)C(=O)OC(C)(C)C)C1C1=C(C(=NC=C1C(NC)=O)OCCO)F)F Tert-butyl (S)-2-((2S,4S)-5-chloro-6-fluoro-4-(3-fluoro-2-(2-hydroxyethoxy)-5-(methylcarbamoyl)pyridin-4-yl)-2-phenyl-2,3-dihydrobenzofuran-2-yl)pyrrolidine-1-carboxylate